7-chloro-5-(2,8-dimethylimidazo[1,2-b]pyridazin-6-yl)-2-(4-piperidinyl)-1,3-benzoxazole ClC1=CC(=CC=2N=C(OC21)C2CCNCC2)C=2C=C(C=1N(N2)C=C(N1)C)C